7-fluoro-1-[(2S)-oxetan-2-ylmethyl]-1H-benzimidazole-6-carboxylic acid FC1=C(C=CC2=C1N(C=N2)C[C@H]2OCC2)C(=O)O